OC(C=1C=C(C#N)C=CC1)C1=CC=CC=C1 3-[hydroxy(phenyl)methyl]benzonitrile